CC1=C(C=CC=C1)P(C1=CC=CC=C1)C1=CC=CC=C1 methyl-(triphenylphosphine)